C[Si](OC(=CCC)C)(C)C 4-trimethylsilyloxy-3-pentene